bis(2,3-dicyanophenyl) ether C(#N)C1=C(C=CC=C1C#N)OC1=C(C(=CC=C1)C#N)C#N